(benzyloxy)-8-chloro-4-methylbicyclo[4.2.0]oct-1(6),2,4-triene C(C1=CC=CC=C1)OC=1C=2C(CC2C=C(C1)C)Cl